N-[(1S)-2-[4-(3,5-dimethyl-1H-pyrazol-4-yl)anilino]-2-oxo-1-[(1R)-6-[4-(1-piperidylmethyl)phenyl]indan-1-yl]ethyl]-2-methyl-pyrazole-3-carboxamide CC1=NNC(=C1C1=CC=C(NC([C@H]([C@@H]2CCC3=CC=C(C=C23)C2=CC=C(C=C2)CN2CCCCC2)NC(=O)C=2N(N=CC2)C)=O)C=C1)C